tert-butyl 3-(5-chloro-2-methylpyridin-3-yl)-3,8-diazabicyclo[3.2.1]octane-8-carboxylate ClC=1C=C(C(=NC1)C)N1CC2CCC(C1)N2C(=O)OC(C)(C)C